CC1=CC(OC1=O)O\C=C(\C(=O)OCC)/N1C=CC2=CC(=CC=C12)C1=CC=CC=C1 ethyl (Z)-3-[(4-methyl-5-oxo-2H-furan-2-yl)oxy]-2-(5-phenylindol-1-yl)prop-2-enoate